methyl (e)-2-[2-[(5-cyano-2-methyl-phenoxy) methyl] phenyl]-3-methoxy-prop-2-enoate C(#N)C=1C=CC(=C(OCC2=C(C=CC=C2)/C(/C(=O)OC)=C\OC)C1)C